N-(4-hydroxy-3-(trifluoromethyl)phenyl)-1,2,3,4-tetrahydroquinoline-3-carboxamide OC1=C(C=C(C=C1)NC(=O)C1CNC2=CC=CC=C2C1)C(F)(F)F